ClC=1C=CC2=C(C[C@H](CC=3N2C(=NN3)[C@@H]3CC[C@H](CC3)OC3=NC=CC=C3)OC)C1 |&1:7| racemic-8-chloro-5-methoxy-1-[trans-4-(pyridin-2-yloxy)cyclohexyl]-5,6-dihydro-4H-[1,2,4]triazolo[4,3-a][1]benzazepine